2-Fluoro-5-((6-fluoro-4-(4-hydroxybutyl)-1-tosyl-1H-indol-5-yl)oxy)benzonitrile FC1=C(C#N)C=C(C=C1)OC=1C(=C2C=CN(C2=CC1F)S(=O)(=O)C1=CC=C(C)C=C1)CCCCO